BrC1=CC(=C(C=2C=COC21)OC)C=O 7-Bromo-4-methoxy-benzofuran-5-carbaldehyde